α-methylhydrocinnamic acid CC(C(=O)O)CC1=CC=CC=C1